2-(6-aminopyridin-3-yl)-N-ethyl-N,2-dimethylpropionamide NC1=CC=C(C=N1)C(C(=O)N(C)CC)(C)C